7-(5-((1R,2R)-6-hydroxy-2-phenyl-1,2,3,4-tetrahydronaphthalen-1-yl)pyrimidin-2-yl)-7-azaspiro[3.5]nonane-2-carbaldehyde OC=1C=C2CC[C@H]([C@H](C2=CC1)C=1C=NC(=NC1)N1CCC2(CC(C2)C=O)CC1)C1=CC=CC=C1